2-Methyl-5-phenyl-4-(thiophen-2-yl)oxazole CC=1OC(=C(N1)C=1SC=CC1)C1=CC=CC=C1